CC1=CC(=NC(=N1)C1C2=CC=CC=C2C(C12CCNCC2)=O)C#N 6-methyl-2-[3-oxo-1H-spiro[inden-2,4-piperidin]-1-yl]pyrimidine-4-carbonitrile